aluminum tris(2-methylprop-2-enoate) CC(C(=O)[O-])=C.CC(C(=O)[O-])=C.CC(C(=O)[O-])=C.[Al+3]